C(=O)C1N(C2=C(N=C1)NC(C21CCNCC1)=O)C(=O)OC(C)(C)C tert-butyl 2-formyl-6-oxo-spiro[5H-pyrrolo[2,3-b]pyrazine-7,4-piperidine]-1-carboxylate